barium choline citrate C(CC(O)(C(=O)[O-])CC(=O)[O-])(=O)[O-].OCC[N+](C)(C)C.[Ba+2]